(+/-)-N5-((1R,5S,6r)-3-Oxabicyclo[3.1.0]hexan-6-yl)-N7-methyl-3-(pyridin-2-yl)-2,3-dihydrobenzofuran-5,7-dicarboxamide [C@H]12COC[C@@H]2C1NC(=O)C=1C=C(C2=C(C(CO2)C2=NC=CC=C2)C1)C(=O)NC